tert-butyl 4-(4-(3-bromo-6,7-dihydro-5H-pyrrolo[3,4-b]pyridine-6-carboxamido)phenyl)-3,6-dihydropyridine-1(2H)-carboxylate BrC=1C=C2C(=NC1)CN(C2)C(=O)NC2=CC=C(C=C2)C=2CCN(CC2)C(=O)OC(C)(C)C